N1(CCCCC1)CCCC(=O)NC=1C=CC=C2C(=CC=NC12)C(=O)OC methyl 8-(4-(piperidin-1-yl)butanamido)quinoline-4-carboxylate